(R)-N-(Benzo[d][1,3]dioxol-4-ylmethyl)-4-(3-fluoropyridin-4-yl)-2-methylpiperazine-1-carboxamide O1COC2=C1C=CC=C2CNC(=O)N2[C@@H](CN(CC2)C2=C(C=NC=C2)F)C